C[C@H]1CN(C[C@H](N1)C)C1=C2C=CC=NC2=C(C=N1)C(=O)NC=1C=C(C=2N(C1)C=C(N2)C)OC 5-[(3S,5R)-3,5-dimethylpiperazin-1-yl]-N-(8-methoxy-2-methyl-imidazo[1,2-a]pyridin-6-yl)-1,6-naphthyridine-8-carboxamide